(E)-N'-cyano-2-((S)-1-(cyclopropylmethyl)-2-methylpyrrolidin-2-yl)-N-((1,2,3,5,6,7-hexahydro-s-indacen-4-yl)carbamoyl)ethene-1-sulfonimidamide C(#N)N=S(=O)(NC(NC1=C2CCCC2=CC=2CCCC12)=O)\C=C\[C@]1(N(CCC1)CC1CC1)C